C(C)(=O)OCC(CCC1=CC=CC=C1)COC(C)=O 2-acetoxymethyl-4-phenylbutyl acetate